(3R)-3-(4-Chlorophenyl)-2-[(4-chlorophenyl)methyl]-6-[2-hydroxy-1-oxo-1-(pyrrolidin-1-yl)propan-2-yl]-3-{[1-(hydroxymethyl)cyclopropyl]methoxy}-2,3-dihydro-1H-isoindol-1-on ClC1=CC=C(C=C1)[C@@]1(N(C(C2=CC(=CC=C12)C(C(N1CCCC1)=O)(C)O)=O)CC1=CC=C(C=C1)Cl)OCC1(CC1)CO